N1CCC(CCC1)C=1C=C2C(=C(NC2=CC1)C1=C2C(=NC=C1)NN=C2)C(C)C 4-(5-(Azepan-4-yl)-3-isopropyl-1H-indol-2-yl)-1H-pyrazolo[3,4-b]pyridin